C(C)(=O)C1=C(NC2=C(C=CC(=C2C1=O)Cl)Br)S(=O)(=O)CC1=CC=CC=C1 3-acetyl-2-(benzylsulfonyl)-8-bromo-5-chloroquinolin-4(1H)-one